C1N(CCC2=CC=CC=C12)C[C@H](CN1CC(OC2=C(C1=O)C=CC(=C2)C(=O)N2C1COC(C2)C1)(C)C)O 4-[(2R)-3-(3,4-dihydro-1H-isoquinolin-2-yl)-2-hydroxy-propyl]-2,2-dimethyl-8-(2-oxa-5-azabicyclo[2.2.1]heptan-5-carbonyl)-3H-1,4-benzoxazepin-5-one